4-methylphenyl-biphenyl CC1=CC=C(C=C1)C1=C(C=CC=C1)C1=CC=CC=C1